C(C)CCCCC ethylpentane